3-bromo-5-methyl-1-((tetrahydro-2H-pyran-4-yl)methyl)-1H-pyrazole BrC1=NN(C(=C1)C)CC1CCOCC1